COC(C1=C(C(C(=O)OC)=CC(=C1)Br)Br)=O 2,5-dibromoisophthalic acid dimethyl ester